methyl 5-(difluoromethyl)-6-hydroxy-pyridine-2-carboxylate FC(C=1C=CC(=NC1O)C(=O)OC)F